N1N=CC(=C1)CCNC1=NC(=NC(=C1C)C)C(=O)NC(C1=CC=CC=C1)C=1N(C=CN1)C 4-((2-(1H-pyrazol-4-yl)ethyl)amino)-5,6-dimethyl-N-((1-methyl-1H-imidazol-2-yl)(phenyl)methyl)pyrimidine-2-carboxamide